rac-methyl 5-bromo-3-((1S*,2S*)-2-(4-methylpyrimidin-2-yl)cyclopropane-1-carboxamido)picolinate BrC=1C=C(C(=NC1)C(=O)OC)NC(=O)[C@@H]1[C@H](C1)C1=NC=CC(=N1)C |r|